5-ISOPROPYL-2,6-DIETHYL-2-METHYLTETRAHYDRO-2H-PYRAN C(C)(C)C1CCC(OC1CC)(C)CC